tert-butyl 4-[4-[1-(2,6-dioxo-3-piperidyl)-3-methyl-2-oxo-benzimidazol-5-yl] but-3-ynyl]piperazine-1-carboxylate O=C1NC(CCC1N1C(N(C2=C1C=CC(=C2)C#CCCN2CCN(CC2)C(=O)OC(C)(C)C)C)=O)=O